(S)-tert-butyl 2-(aminooxy)-3-(4-bromophenoxy)-2-methylpropionate NO[C@](C(=O)OC(C)(C)C)(COC1=CC=C(C=C1)Br)C